tert-butyl-4-((2-(dimethylamino)ethyl)(methyl)amino)-2-((tetrahydro-2H-pyran-4-yl)amino)benzoate C(C)(C)(C)OC(C1=C(C=C(C=C1)N(C)CCN(C)C)NC1CCOCC1)=O